2-methyl-[1,1'-biphenyl]-4-acrylate CC1=C(C=CC(=C1)C=CC(=O)[O-])C1=CC=CC=C1